C(=O)C1=C(OCC(=O)OCC)C=CC=C1 ethyl 2-formylphenoxyacetate